BrC1=C(C=CC=C1)CN=C(C(OC)OC)C 1-(2-bromophenyl)-N-(1,1-dimethoxyprop-2-ylidene)methylamine